N1=CC=CC2=CC=CC(=C12)S(=O)(=O)NCC1=NOC(C1)C(=O)N 3-((quinoline-8-sulfonamido)methyl)-4,5-dihydroisoxazole-5-carboxamide